CC1=CC=CC(=N1)C1=NN(C=C1C1=CC=NC2=CC=CC=C12)C(=S)NC1=CC=CC=C1 3-(6-methylpyridin-2-yl)-1-anilinothioformyl-4-quinolin-4-ylpyrazole